alpha-ketopropionate O=C(C(=O)[O-])C